COC=1C=C(C=C(C1OC)OC)N1C=NC(=C1)NC1=NC(=NN2C1=CC=C2)C=2C=C(C=O)C=CC2 3-(4-((1-(3,4,5-trimethoxyphenyl)-1H-imidazol-4-yl)amino)pyrrolo[2,1-f][1,2,4]triazin-2-yl)benzaldehyde